Olean-12-en-28-oic acid C[C@]12CCCC([C@@H]1CC[C@@]3([C@@H]2CC=C4[C@]3(CC[C@@]5([C@H]4CC(CC5)(C)C)C(=O)O)C)C)(C)C